N[C@H](C(=O)NC1=CC=C(C=N1)C1=C(N(C(C=C1C)=O)C)C)C1CCCCCC1 (S)-2-amino-2-cycloheptyl-N-(1',2',4'-trimethyl-6'-oxo-1',6'-dihydro-[3,3'-bipyridin]-6-yl)acetamide